1-(3-(4-Methoxyphenyl)-1,2,4-oxadiazol-5-yl)-N-(1-methylindolin-5-yl)piperidine-4-carboxamide COC1=CC=C(C=C1)C1=NOC(=N1)N1CCC(CC1)C(=O)NC=1C=C2CCN(C2=CC1)C